FC1=C(C=CC2=C1B(N(N=C2)S(=O)(=O)C)O)OCC(=O)OC2C1C3C(CCC(C2)C=C)(CCC3=O)CCC1 3-oxo-7-vinyldecahydro-4,9a-propanocyclopenta[8]annulen-5-yl 2-((8-fluoro-1-hydroxy-2-(methylsulfonyl)-1,2-dihydrobenzo[d][1,2,3]diazaborinin-7-yl)oxy)acetate